4-hydroxyphenyl-porphin OC1=CC=C(C=C1)C1=C2NC(=C1)C=C1C=CC(=N1)C=C1C=CC(N1)=CC=1C=CC(N1)=C2